C(C1=CC=CC=C1)OC(=O)N1CCN(C2=CC=CC(=C12)C)C1=CC2=C(N=C(N=C2)SC)N(C1=O)C1=CC=C(C=C1)OCCN(C)C 4-[8-[4-[2-(dimethylamino)ethoxy]phenyl]-2-methylsulfanyl-7-oxo-pyrido[2,3-d]pyrimidin-6-yl]-8-methyl-2,3-dihydroquinoxaline-1-carboxylic acid benzyl ester